C=C1C(C2CCC1C2)=O 3-methylene-2-norbornanone